C(C1=CC=CC=C1)OC1=C(OC2=C1C=CC=C2)C=O 3-(benzyloxy)-1-benzofuran-2-carbaldehyde